Cl.ClC1=CC=C(C=C1)C=1C=C(C=CC1)[C@@H]1OCC[C@H](NC1=O)CNCC(F)(F)F (2S,5S)-2-[3-(4-chlorophenyl)phenyl]-5-[(2,2,2-trifluoroethyl-amino)methyl]-1,4-oxazepan-3-one, hydrochloride